O1CCNC=C1 3,4-dihydro-2H-1,4-oxazin